(S)-1-(5-chloro-3-fluoropyridin-2-yl)-3-(oxetan-3-yl)-4-(4-(trifluoromethyl)benzyl)piperazine-2,5-dione ClC=1C=C(C(=NC1)N1C([C@@H](N(C(C1)=O)CC1=CC=C(C=C1)C(F)(F)F)C1COC1)=O)F